CC(CC1=COC=C1)=CC1=CC=CC=C1 3-(2-methyl-3-phenylallyl)furan